F[B-](CC(C)NC(OC(C)(C)C)=O)(F)F.[K+] potassium tert-butyl N-[1-(trifluoroboranuidyl)propan-2-yl]carbamate